OC=1C=C(C=C(C1)C(N)=S)C(N)=S 5-oxidanylbenzene-1,3-dicarbothioamide